FC(C(=O)O)(CCCCCC)C1=NC=CC=C1 2-fluoro-2-(pyridin-2-yl)octanoic acid